O=C(CCC(=O)O)N[C@@H](C(NCC1=C(C(=C(C(=C1[2H])[2H])[2H])[2H])[2H])=O)C (R)-4-oxo-4-((1-oxo-1-(((phenyl-d5)methyl)amino)propan-2-yl)amino)butanoic acid